C(C)(C)C1=C(C(=CC=C1)C(C)C)N1C(N(C=C1)C1=C(C=CC=C1C(C)C)C(C)C)(F)F 1,3-bis(2,6-diisopropylphenyl)-2,2-difluoro-2,3-dihydro-1H-imidazole